BrC1=CC=C2C(NS(C3=CC=CC(N[C@H](CC[C@H]4CC(N(C2=N1)C4)(C)C)C4=NC(=CC=C4)C(F)(F)F)=N3)(=O)=O)=O (14S,17R)-8-bromo-12,12-dimethyl-17-[6-(trifluoromethyl)pyridin-2-yl]-2λ6-thia-3,9,11,18,23-pentaazatetracyclo[17.3.1.111,14.05,10]tetracosa-1(22),5,7,9,19(23),20-hexaene-2,2,4-trione